(4-vinylbenzyl)-3H-imidazol-1-ium bisulfate S([O-])(O)(=O)=O.C(=C)C1=CC=C(C[N+]2=CNC=C2)C=C1